N12CC(C(CC1)CC2)OC(C(CCS(=O)C)(C2=CC=CC=C2)CO)=O 2-hydroxymethyl-4-methanesulfinyl-2-phenyl-butyric acid 1-aza-bicyclo[2.2.2]Oct-3-yl ester